BrC1=CN(C=2N=CN=C(C21)NCC2=C(C=C(C=C2)OC)OC)C=2C=C(C=CC2)NCC2=CC=C1C=CC(=NC1=C2)NC 7-({[3-(5-bromo-4-{[(2,4-dimethoxyphenyl)methyl]amino}-7H-pyrrolo[2,3-d]pyrimidin-7-yl)phenyl]amino}methyl)-N-methylquinolin-2-amine